1-(2-fluorophenyl)piperazine FC1=C(C=CC=C1)N1CCNCC1